FC=1C(=NC(=NC1)N[C@@H]1CC[C@H](CC1)C(=O)N)C1=CC(=CC=C1)N1C(CCCC1)=O trans-4-((5-fluoro-4-(3-(2-oxopiperidin-1-yl)phenyl)pyrimidin-2-yl)amino)cyclohexane-1-carboxamide